(2R,3'S)-3-(2-cyclopentyl-2-phenyl-2-hydroxyacetoxy)-1-(ethoxycarbonylmethyl)-1-methylpyrrolidinium C1(CCCC1)[C@@](C(=O)OC1C[N+](CC1)(C)CC(=O)OCC)(O)C1=CC=CC=C1